2'-O,4'-C-methylene-N6-benzoyladenosine C1O[C@H]2[C@@H](O[C@@]1([C@H]2O)CO)N2C=NC=1C(NC(C3=CC=CC=C3)=O)=NC=NC21